NCCCC[C@@H](C(COC1=C(C=CC=C1F)F)=O)NC(C1=C(N=CC=C1)Br)=O (S)-N-(7-amino-1-(2,6-difluorophenoxy)-2-oxohept-3-yl)-2-bromonicotinamide